NC1=C(C=C(C=N1)C=1C=C2N(N1)CCC21CN(CC1)C(=O)NCC12COC(C1)(C2)C)C(F)(F)F 2'-[6-amino-5-(trifluoromethyl)pyridin-3-yl]-N-[(1-methyl-2-oxabicyclo[2.1.1]hexan-4-yl)methyl]-5',6'-dihydrospiro[pyrrolidine-3,4'-pyrrolo[1,2-b]pyrazole]-1-carboxamide